5-chloro-1-(2,2-difluorocyclopropyl)-3-methyl-4-nitro-1H-pyrazole ClC1=C(C(=NN1C1C(C1)(F)F)C)[N+](=O)[O-]